cis-3-Hexanol CCC(CCC)O